rac-N-[(3R)-2,6-dioxopiperidin-3-yl]-5-(4-formylpiperidin-1-yl)pyridine-2-carboxamide O=C1NC(CC[C@H]1NC(=O)C1=NC=C(C=C1)N1CCC(CC1)C=O)=O |r|